5-chloro-N-(4-(2-fluorophenyl)-2-(2-oxa-6-azaspiro[3.3]heptan-6-yl)pyridin-3-yl)-1-methyl-1H-pyrazole-4-carboxamide ClC1=C(C=NN1C)C(=O)NC=1C(=NC=CC1C1=C(C=CC=C1)F)N1CC2(COC2)C1